C(C=C)(=O)N1[C@H](CN(CC1)C=1C2=C(N=C(N1)OC[C@H]1N(CCC1)C)N=C(C(=C2)Cl)C2=CC=CC=1CC3C(C21)C3)CC#N 2-((2S)-1-acryloyl-4-(6-chloro-2-(((S)-1-methylpyrrolidin-2-yl)methoxy)-7-(1,1a,6,6a-tetrahydrocyclopropa[a]inden-2-yl)pyridino[2,3-d]pyrimidin-4-yl)piperazin-2-yl)acetonitrile